ClC=1C=C2CCC[C@]3(COC4=CC=C5[C@H](CC(N(C/C=C/CCCCN(C3)C4=C5)C)=O)C(=O)O)C2=CC1 (1S,6'E,12'S)-6-CHLORO-9'-METHYL-10'-OXO-3,4-DIHYDRO-2H-SPIRO[NAPHTHALENE-1,19'-[17]OXA[1,9]DIAZATRICYCLO[11.7.2.016,21]DOCOSA[6,13,15,21]TETRAENE]-12'-CARBOXYLIC ACID